O1C(CCCC1)OCC#CCO 4-tetrahydropyran-2-yloxybut-2-yn-1-ol